(R)-2-methyl-N-((R)-1-(4-phenoxyphenyl)ethyl)propane-2-sulfinamide CC(C)(C)[S@@](=O)N[C@H](C)C1=CC=C(C=C1)OC1=CC=CC=C1